tert-butyl (3aR*,7aS*)-2-benzyl-3a-methyl-1,3,4,6,7,7a-hexahydropyrrolo[3,4-c]pyridine-5-carboxylate C(C1=CC=CC=C1)N1C[C@@]2(CN(CC[C@@H]2C1)C(=O)OC(C)(C)C)C |o1:9,14|